BrC1=C(C(=C(C=C1)F)F)OCC 1-bromo-2-ethoxy-3,4-difluorobenzene